C(CCCCCCCCCC)OC=1C=C(C=C(C1)OCCCCCCCCCCC)CN (3,5-Bis(undecyloxy)phenyl)methylamine